3,6-bis(4,4-difluorocyclohexyl)-9-mesityl-10-phenylacridine hexafluorophosphate F[P-](F)(F)(F)(F)F.FC1(CCC(CC1)C=1C=CC=2C(C3=CC=C(C=C3N(C2C1)C1=CC=CC=C1)C1CCC(CC1)(F)F)C1=C(C=C(C=C1C)C)C)F